6-fluoro-2-methylquinolin FC=1C=C2C=CC(=NC2=CC1)C